COC(=O)C1=NC=C2C(=N1)N(N=C2)C2CCC2.NC=2SC(=C(N2)C2=CC(=CC(=C2)C)C)C2=CC(=NC=C2)NC(C2=CC=CC=C2)=O N-[4-[2-amino-4-(3,5-dimethylphenyl)-1,3-thiazol-5-yl]-2-pyridinyl]benzamide methyl-1-cyclobutylpyrazolo[3,4-d]pyrimidine-6-carboxylate